1-cyclobutyl-3-methyl-5-nitropyrrolo[2,3-b]pyridine C1(CCC1)N1C=C(C=2C1=NC=C(C2)[N+](=O)[O-])C